1-amino-3-(4-chloro-3-(trifluoromethyl)phenyl)propan-2-ol NCC(CC1=CC(=C(C=C1)Cl)C(F)(F)F)O